CC(C)[C@@H](C(=O)NC=1SC(=C(N1)C)C=1OC(=NN1)C)N1C(NC2=CC=CC=C2C1=O)=O (αS)-1,4-Dihydro-α-(1-methylethyl)-N-[4-methyl-5-(5-methyl-1,3,4-oxadiazol-2-yl)-2-thiazolyl]-2,4-dioxo-3(2H)-quinazolineacetamide